C(C)(C)(C)C=1C=CC(=C(C1)NC(OC1=CC=CC=C1)=O)F phenyl (5-(tert-butyl)-2-fluorophenyl)carbamate